O1C(=CC2=C1C=CC=C2)C2=CC=C(C=C2)N(C2=CC=C(C=C2)C2=CC1=C(N=C(O1)C=1SC=CC1)C=C2)C2=CC=C(C=C2)C=2OC1=C(N2)C=CC=C1 N-(4-benzofuran-2-yl-phenyl)-N-(4-benzoxazol-2-yl-phenyl)-N-{4-(2-thiophen-2-yl-benzoxazol-6-yl)-phenyl}-amine